endo-3-hydroxy-8-azabicyclo[3.2.1]octane-8-carboxylic acid tert-butyl ester C(C)(C)(C)OC(=O)N1C2CC(CC1CC2)O